FC[C@@]1(C[C@H]([C@H]2[C@@H]1OC(O2)(C)C)N2C=CC1=C2N=CN=C1N)C=C 7-((3as,4r,6s,6ar)-6-(fluoromethyl)-2,2-dimethyl-6-vinyltetrahydro-3aH-cyclopenta[d][1,3]dioxol-4-yl)-7H-pyrrolo[2,3-d]pyrimidin-4-amine